C1(=C(C=CC=C1)OC1=C(C=CC=C1)S(=O)(=O)[O-])C.C[NH+](C)C trimethyl-ammonium toluyloxybenzenesulphonate